5-amino-2-[1-(2,4-difluorophenyl)ethyl]-8-(2,6-dimethyl-4-pyridyl)-7-phenyl-[1,2,4]triazolo[4,3-c]pyrimidin-3-one NC1=NC(=C(C=2N1C(N(N2)C(C)C2=C(C=C(C=C2)F)F)=O)C2=CC(=NC(=C2)C)C)C2=CC=CC=C2